C(C1=CC=CC=C1)O[C@@H]1[C@H]([C@H]([C@H](OC)O[C@H]1C)O)O methyl 4-O-benzyl-α-L-rhamnopyranoside